5-{[3-chloro-4-(trifluoromethyl)phenyl]amino}-1-ethyl-3,8-dimethylpyrido[2,3-d]pyrimidine-2,4,7(1h,3h,8h)-trione ClC=1C=C(C=CC1C(F)(F)F)NC1=CC(N(C=2N(C(N(C(C21)=O)C)=O)CC)C)=O